ClC1=CC2=C(N=N1)N(C=C2OCC2CN(C2)C(=O)OC(C)(C)C)COCC[Si](C)(C)C tert-butyl 3-{[(3-chloro-7-{[2-(trimethylsilyl)ethoxy] methyl}pyrrolo[2,3-c]pyridazin-5-yl)oxy]methyl}azetidine-1-carboxylate